Methyl 3-((tert-butoxycarbonyl)amino)-5-(piperazin-2-yl)pyridine-2-carboxylate C(C)(C)(C)OC(=O)NC=1C(=NC=C(C1)C1NCCNC1)C(=O)OC